Cl.CN(CCC(=O)C1(C(OC2=CC(=CC(=C2C1CN)C)C1=CC=CC=C1)=O)CN)C 3-(3-dimethylamino-propionyl)-5-methyl-7-phenylcoumarindimethylamine hydrochloride